(S)-N-benzyl-2-(5-(4-((1-morpholinopropan-2-yl)oxy)phenyl)pyridin-2-yl)acetamide C(C1=CC=CC=C1)NC(CC1=NC=C(C=C1)C1=CC=C(C=C1)O[C@H](CN1CCOCC1)C)=O